C(C1=CC=CC=C1)OCC1=NN(C(N1CC)=O)C1=NC=2C(=CN(C(C2C=C1F)=O)C1=C(C=CC=C1)C(F)(F)F)Br (3-((benzyloxy)methyl)-4-ethyl-5-oxo-4,5-dihydro-1H-1,2,4-triazol-1-yl)-8-bromo-3-fluoro-6-(2-(trifluoromethyl)phenyl)-1,6-naphthyridin-5(6H)-one